COC1=CC=CC(=N1)[C@@H](C)N (R)-1-(6-methoxypyridin-2-yl)ethan-1-amine